CC1(CC(OCC1)CC(C)C)O 4-methyl-2-(2-methylpropyl)tetrahydro-2H-pyran-4-ol